NC(C)C=1OC=CN1 2-(1-aminoethyl)-1,3-oxazole